1-(4-(8-amino-3-isopropyl-5-(4-(methylamino)cyclohex-1-en-1-yl)imidazo[1,5-a]pyrazin-1-yl)-3-chlorophenyl)-3-(pyridin-3-yl)urea NC=1C=2N(C(=CN1)C1=CCC(CC1)NC)C(=NC2C2=C(C=C(C=C2)NC(=O)NC=2C=NC=CC2)Cl)C(C)C